(R)-5-{4-[(R)-4-(3,5-dimethylpyridin-2-yl)-2-ethylpiperazine-1-carbonyl]phenyl}-5-isopropylimidazolidine-2,4-dione CC=1C(=NC=C(C1)C)N1C[C@H](N(CC1)C(=O)C1=CC=C(C=C1)[C@@]1(C(NC(N1)=O)=O)C(C)C)CC